(+/-)-3-ethyl-N7-methyl-3-phenyl-N5-(2-(piperidin-4-yl)ethyl)-2,3-dihydrobenzofuran-5,7-dicarboxamide 2,2,2-trifluoroacetate FC(C(=O)O)(F)F.C(C)[C@@]1(COC2=C1C=C(C=C2C(=O)NC)C(=O)NCCC2CCNCC2)C2=CC=CC=C2 |r|